ClC1=C(C=CC(=C1)CC)O 2-Chloro-4-ethylphenol